C(CCCCCCC)NC1=NC(=NC(=N1)N)N Octylmelamine